C1(CCC1)CNCC=1C=CC=2N(C1)C=C(N2)CN2N=NC(=C2)C2=C1C=NNC1=CC(=C2)F N-(cyclobutylmethyl)-1-[2-[[4-(6-fluoro-1H-indazol-4-yl)triazol-1-yl]methyl]imidazo[1,2-a]pyridin-6-yl]methanamine